Ethyl 1-(2-(1-(6-methoxy-3,4-dihydro-2H-benzo[b][1,4]oxazin-7-yl)-6-((3-oxo-3,4-dihydropyrazin-2-yl)amino)-1H-pyrazolo[4,3-c]pyridine-3-carboxamido)ethyl)piperidine-4-carboxylate COC1=CC2=C(OCCN2)C=C1N1N=C(C=2C=NC(=CC21)NC2=NC=CNC2=O)C(=O)NCCN2CCC(CC2)C(=O)OCC